C(C)OC(=O)C1CC2(C1)CCC(CC2)NC(=O)NCCCC.C(C)OC(=O)C2CC1(C2)CCC(CC1)N1C(N(C(CC1=O)=O)CCCC)=O.C(C)NC(=O)SNC (ethylamino)(methylamino)thiomethanone Ethyl-7-(3-butyl-2,4,6-trioxotetrahydropyrimidin-1(2H)-yl)spiro[3.5]nonane-2-carboxylate Ethyl-7-(3-butylureido)spiro[3.5]nonane-2-carboxylate